(1R,3R)-3-(5-methyl-4-nitro-1H-pyrazol-1-yl)cyclobutanol CC1=C(C=NN1C1CC(C1)O)[N+](=O)[O-]